ClC1=C(C=CC=C1NC1=CC=C(C=C1)Cl)[C@@]1(CC(N(C(N1)=N)C1CC(C1)(C)O)=O)C (6S)-6-[2-Chloro-3-(4-chloro-anilino)phenyl]-3-(3-hydroxy-3-methylcyclobutyl)-2-imino-6-methylhexahydropyrimidin-4-one